OC1=C(C=C(C=C1)C1=CC(=C(C=C1)O)C(=O)O)C(=O)O 4,4'-dihydroxy-1,1'-biphenyl-3,3'-dicarboxylic acid